tert-butyl (2S)-7-hydroxy-2-(trifluoromethyl)-2,3-dihydropyrido[2,3-f][1,4]oxazepine-4(5H)-carboxylate OC=1C=CC2=C(CN(C[C@H](O2)C(F)(F)F)C(=O)OC(C)(C)C)N1